ClC1=NC=C(C(=N1)C=1C=C2C(=NC1)CN(C2=O)CC(=O)N[C@H](CO)C=2C=C(C=CC2)C)Cl (S)-2-(3-(2,5-dichloropyrimidin-4-yl)-5-oxo-5,7-dihydro-6H-pyrrolo[3,4-b]pyridin-6-yl)-N-(2-hydroxy-1-(m-tolyl)ethyl)acetamide